N-{2,3-dimethoxy-6H,7H,8H,9H-cyclohexa[b]1,5-naphthyridin-10-yl}-1-(2-methoxyethyl)piperidin-4-amine COC=1N=C2C(=C3C(=NC2=CC1OC)CCCC3)NC3CCN(CC3)CCOC